ClC=1C=C(C=C(C1OCCCl)C#N)C(C)(C)C1=CC=C(OCC2=NC(=NC=C2)NS(=O)(=O)C)C=C1 N-(4-((4-(2-(3-chloro-4-(2-chloroethoxy)-5-cyanophenyl)propan-2-yl)phenoxy)methyl)pyrimidin-2-yl)methanesulfonamide